CC1=C(C=CC(=C1)C)C=1N=C2N(C=CC=C2)C1 2-(2,4-dimethylphenyl)imidazo[1,2-a]pyridine